N1=C(C(=NC=C1)C(=O)Cl)C(=O)Cl 3-pyrazinediformyl chloride